BrC=1C=C2C(OCC=3C=NC(=CC3C3=CC(=C(C(NS(C(C1OC)=C2)(=O)=O)=C3)OC)F)OC)=O 13-bromo-20-fluoro-4,14,19-trimethoxy-16,16-dioxo-9-oxa-16λ6-thia-5,17-diazatetracyclo[16.3.1.111,15.02,7]tricosa-1(21),2(7),3,5,11,13,15(23),18(22),19-nonaen-10-one